CCCCCCCCCCCCCCCCC(=O)OC[C@H](COP(=O)(O)OC[C@@H](C(=O)O)N)OC(=O)CCCCCCC/C=C\CCCCCCCC 1-heptadecanoyl-2-(9Z-octadecenoyl)-glycero-3-phosphoserine